O1COCC2=C1C=CC(=C2)C(OCCN(C(OC(C)(C)C)=O)C)C2=CC1=C(OCOC1)C=C2 tert-butyl (2-(bis(4H-benzo[d][1,3]dioxin-6-yl)methoxy)ethyl)(methyl)carbamate